FC(F)(F)C(C(F)(F)F)(F)OC(C(F)(F)F)(C(F)(F)F)F trifluoromethyl-tetrafluoro-ethyl ether